6'-Methylenetetrahydrospiro[cyclopropane-1,1'-pyrrolizine] C=C1CN2CCC3(C2C1)CC3